6-(6-(1-methyl-1H-pyrazol-4-yl)imidazo[1,2-b]pyridazin-3-yl)-N-(pyrrolidin-3-yl)pyridin-2-amine CN1N=CC(=C1)C=1C=CC=2N(N1)C(=CN2)C2=CC=CC(=N2)NC2CNCC2